FC1=C(COC2=CC=CC(=N2)N2CC3=C(C2)CN(C3)CC3=NC2=C(N3CCOC)C=C(C=C2)C(=O)O)C=CC(=C1)[N+]#[C-] 2-((5-(6-((2-fluoro-4-isocyanobenzyl)oxy)pyridin-2-yl)-3,4,5,6-tetrahydropyrrolo[3,4-c]pyrrol-2(1H)-yl)methyl)-1-(2-methoxyethyl)-1H-benzo[d]imidazole-6-carboxylic acid